CC12C(CC(CC1)C2(C)C)SCCC#N 3-((1,7,7-trimethylbicyclo[2.2.1]heptan-2-yl)thio)propanenitrile